ClC=1C(=NC=C(C1)F)[C@@H](N)C1(CCC1)F (R)-(3-chloro-5-fluoropyridin-2-yl)(1-fluorocyclobutyl)methanamine